ethyl 3-(6-methylimidazo[1,2-a]pyrazin-2-yl)-3-oxopropionate CC=1N=CC=2N(C1)C=C(N2)C(CC(=O)OCC)=O